3-((3-(1-(3-bromophenyl)vinyl)pyridin-2-yl)amino)-4-fluoro-5,5-dimethylcyclohex-2-en-1-one BrC=1C=C(C=CC1)C(=C)C=1C(=NC=CC1)NC1=CC(CC(C1F)(C)C)=O